14-trioxa-1-azadispiro[4.2.58.25]pentadec-3-en-4-olat N1OC=C(C12OOC1(CCCCC1)C(C2)C(=O)[O-])O